C(#N)C1=C(N=C2N(C1=O)C=C(C=C2[C@@H](C)NC2=C(C(=O)O)C=CC=C2)C)N2CCC(CC2)(C)C (R)-2-((1-(3-Cyano-2-(4,4-dimethylpiperidin-1-yl)-7-methyl-4-oxo-4H-pyrido[1,2-a]pyrimidin-9-yl)ethyl)amino)benzoic acid